ClC1=CC=C(CC2C(N(CCO2)C2=CC(=NN2)C2=CN=NC=C2C)=O)C=C1 2-(4-Chlorobenzyl)-4-(3-(5-methylpyridazin-4-yl)-1H-pyrazol-5-yl)morpholin-3-one